CC1=C(C=C(C=C1)C)NC(=O)N1C(C=2NN=CC2C1)(C)C N-(2,5-dimethylphenyl)-6,6-dimethyl-4,6-dihydropyrrolo[3,4-c]pyrazole-5(1H)-carboxamide